1-(((R)-tetrahydrofuran-2-yl)methyl)urea O1[C@H](CCC1)CNC(=O)N